(R)-N-(2-chloro-4,5-difluoro-3-((5-fluoro-3-methyl-4-oxo-3,4-dihydroquinazolin-6-yl)amino)phenyl)-3-methoxypyrrolidine-1-sulfonamide ClC1=C(C=C(C(=C1NC=1C(=C2C(N(C=NC2=CC1)C)=O)F)F)F)NS(=O)(=O)N1C[C@@H](CC1)OC